C(CCC)C(CC(C(=O)O)CCC(CCCCCC)OC(=O)OC1=CC=C(C=C1)[N+](=O)[O-])CCCCCC 2-butyloctyl-5-(((4-nitrophenoxy)carbonyl)oxy)undecanoic acid